[Sn].[In].[Ga].[Cu] copper-gallium-indium-tin